Tert-butyl N-[3-[3-aminopropyl-[2-[tertbutyl(dimethyl)silyl]oxyethyl] amino]propyl]carbamate NCCCN(CCCNC(OC(C)(C)C)=O)CCO[Si](C)(C)C(C)(C)C